2-(3-((3-fluorothietan-3-yl)(4-methyl-4H-1,2,4-triazol-3-yl)methyl)phenyl)-6-(((1-methylcyclobutyl)amino)methyl)-4-(trifluoromethyl)isoindolin-1-one FC1(CSC1)C(C=1C=C(C=CC1)N1C(C2=CC(=CC(=C2C1)C(F)(F)F)CNC1(CCC1)C)=O)C1=NN=CN1C